C(=CC1=CC=CC=C1)NP(=O)(N)N styryl-phosphoramide